FC1=C(N)C=C(C(=C1)OC)OCC1=C2N=CC=NC2=CC=C1F 2-fluoro-5-((6-fluoroquinoxalin-5-yl)methoxy)-4-methoxyaniline